N[C@@H](C(=O)N[C@H](C(=O)N[C@H](CCCCN)C1=NC(=NO1)CC1=CC=CC=C1)CC1=C(C=C(C=C1C)O)C)CCCC(N)=N (R)-2-amino-N-((S)-1-(((R)-5-amino-1-(3-benzyl-1,2,4-oxadiazol-5-yl)pentyl)amino)-3-(4-hydroxy-2,6-dimethylphenyl)-1-oxopropan-2-yl)-5-guanylvaleramide